benzyl p-hydroxybenzoate (benzyl para-hydroxybenzoate) C(C1=CC=CC=C1)C1=C(C(=O)O)C=CC(=C1)O.OC1=CC=C(C(=O)OCC2=CC=CC=C2)C=C1